5-iodo-1-(6-methoxypyridin-3-yl)-1H-indazole IC=1C=C2C=NN(C2=CC1)C=1C=NC(=CC1)OC